IC1=CC(=NC(=C1)N1CCOCC1)NC1CC(C1)(O)C (1s,3s)-3-((4-iodo-6-morpholinopyridin-2-yl)amino)-1-methylcyclobutan-1-ol